L-lysine potassium salt [K+].N[C@@H](CCCCN)C(=O)[O-]